4-[5-(2-aminoethyl)pyridin-2-yl]-3-(2-methyl-6-pyrrolidin-1-ylpyridin-4-yl)oxybenzonitrile NCCC=1C=CC(=NC1)C1=C(C=C(C#N)C=C1)OC1=CC(=NC(=C1)N1CCCC1)C